N[C@@H]1[C@@H](CN(CC1)C=1N(C(C(=C(N1)C1=CC(=C(C#N)C=C1)F)C1=CC=C(C=C1)OC)=O)C)F 4-[2-((4S,3R)-4-amino-3-fluoro-piperidin-1-yl)-5-(4-methoxy-phenyl)-1-methyl-6-oxo-1,6-dihydro-pyrimidin-4-yl]-2-fluoro-benzonitrile